C(C)(C)(C)OC(=O)N1C(CNCC1)CO 2-hydroxymethyl-piperazine-1-carboxylic acid tert-butyl ester